COC(=O)C1=CC(=NN1)OC 3-methoxy-1H-pyrazole-5-carboxylic acid methyl ester